C1N(CC12CCOCC2)CC(=O)NC=2C=C(C(=NC2)C)NC(=O)C=2C=NN1C2SC(=C1)Br N-(5-(2-(7-oxa-2-azaspiro[3.5]nonan-2-yl)acetamido)-2-methylpyridin-3-yl)-2-bromopyrazolo[5,1-b]thiazole-7-carboxamide